Tributyl(hexadecyl)phosphonium bromide [Br-].C(CCC)[P+](CCCCCCCCCCCCCCCC)(CCCC)CCCC